1,18-octadec-9-enedioic acid C(CCC/C=C/CCCCCCCC(=O)O)CCCC(=O)O